[(2R,3S,5R)-5-(6-amino-2-fluoro-purin-9-yl)-2-[[tert-butyl (dimethyl) silyl]oxymethyl]-2-ethynyl-tetrahydrofuran-3-yl](5-methyl-2-oxo-1,3-dioxol-4-yl)methyl carbonate C(OC(C=1OC(OC1C)=O)[C@H]1[C@@](O[C@H](C1)N1C2=NC(=NC(=C2N=C1)N)F)(C#C)CO[Si](C)(C)C(C)(C)C)([O-])=O